BrC=1C=C(C=CC1)C1=CC(=C(N1COCC[Si](C)(C)C)OC1=CC=CC=C1)C(=O)OCC ethyl 5-(3-bromophenyl)-2-phenoxy-1-((2-(trimethylsilyl) ethoxy) methyl)-1H-pyrrole-3-carboxylate